ClC1=NC(=CC(=N1)C1=CC=CC2=C1SC1=C2C=CC=C1)C1=CC=CC=C1 2-chloro-4-(dibenzo[b,d]thiophen-4-yl)-6-phenylpyrimidine